16Z,19Z-pentaenoic acid C(C=CCC)(=O)O